(R)-2-(2-chloro-6-methyl-7H-pyrrolo[2,3-d]pyrimidin-7-yl)-7-ethyl-6,7-dihydro-5H-cyclopenta[b]pyridin-7-ol ClC=1N=CC2=C(N1)N(C(=C2)C)C2=CC=C1C(=N2)[C@@](CC1)(O)CC